di-tert-butyl ((3a'R,5'r,6a'S)-5,5-dimethylhexahydro-1'H-spiro[[1,3]dioxane-2,2'-pentalen]-5'-yl)iminodicarboxylate CC1(COC2(C[C@@H]3CC(C[C@@H]3C2)N(C(=O)OC(C)(C)C)C(=O)OC(C)(C)C)OC1)C